1-(7-(2-amino-7-fluorobenzo[d]thiazol-4-yl)-6-chloro-8-fluoro-2-(((2s,4r)-4-fluoro-1-methylpyrrolidin-2-yl)methoxy)quinazolin-4-yl)-1,4-diazacycloheptan-5-one NC=1SC2=C(N1)C(=CC=C2F)C2=C(C=C1C(=NC(=NC1=C2F)OC[C@H]2N(C[C@@H](C2)F)C)N2CCNC(CC2)=O)Cl